methyl trans-3-methyl-6-picolinoyl-6-azabicyclo[3.1.1]heptane-1-carboxylate CC=1C=NC(=CC1)C(=O)C1C2(NC(CC1)C2)C(=O)OC